N-butyl-N-[4-(2-benzyloxy-1,1,1,3,3,3-hexafluoropropan-2-yl)-2,3-dimethoxyphenyl]-2-iodo-benzamide C(CCC)N(C(C1=C(C=CC=C1)I)=O)C1=C(C(=C(C=C1)C(C(F)(F)F)(C(F)(F)F)OCC1=CC=CC=C1)OC)OC